L-3,3',5'-triiodothyronine IC=1C=C(C[C@H](N)C(=O)O)C=CC1OC1=CC(=C(C(=C1)I)O)I